BrC1=NN(C=2C[C@H](C[C@H](C12)C1=CC=CC=C1)C)C |r| rac-(4s,6s)-3-bromo-1,6-dimethyl-4-phenyl-4,5,6,7-tetrahydroindazole